6-(4-(4-(aminomethyl)-1-oxo-1,2-dihydrophthalazin-6-yl)-1-methyl-1H-pyrazol-5-yl)-3-methoxy-2-methylbenzonitrile NCC1=NNC(C2=CC=C(C=C12)C=1C=NN(C1C1=CC=C(C(=C1C#N)C)OC)C)=O